para-Xylol C1(=CC=C(C=C1)C)C